N,N-Diethyl-4-[4-[4-(3-hydroxyphenyl)naphthalene-1-carbonyl]piperazin-1-yl]benzamide C(C)N(C(C1=CC=C(C=C1)N1CCN(CC1)C(=O)C1=CC=C(C2=CC=CC=C12)C1=CC(=CC=C1)O)=O)CC